3-(4-((2-Aminoethyl)thio)-1-oxoisoindolin-2-yl)piperidine-2,6-dione NCCSC1=C2CN(C(C2=CC=C1)=O)C1C(NC(CC1)=O)=O